ClC=1C=C2C(=CNC2=C(C1)C#N)C(=O)NC 5-chloro-7-cyano-N-methyl-1H-indole-3-carboxamide